Zirconium oxybromide O(Br)Br.[Zr]